4-Methylsulfonylmethyl-2,2-dioxo-1,3,2-dioxathiolane CS(=O)(=O)CC1OS(OC1)(=O)=O